2-phenyl-3-oxa-5,8,12-triazatetradecan-10-yl acetate C(C)(=O)OC(CNCCNCOC(C)C1=CC=CC=C1)CNCC